C(C)C=1C(=NNC(C1C(F)(F)F)=O)CNC(CC(N1CCN(CC1)C1=NC=C(C=N1)C(F)(F)F)=O)C 4-ethyl-3-[[[1-methyl-3-oxo-3-[4-[5-(trifluoromethyl)pyrimidin-2-yl]piperazin-1-yl]propyl]amino]methyl]-5-(trifluoromethyl)-1H-pyridazin-6-one